[Na].FC1=CC(=C(C(=C1)C=1C=NN(C1)C)NC(=O)NS(=O)(=O)C1=NN(C(=C1)C(=O)N(C)C)C)C(C)C 3-(N-((4-Fluoro-2-isopropyl-6-(1-methyl-1H-pyrazol-4-yl)phenyl)carbamoyl)sulfamoyl)-N,N,1-trimethyl-1H-pyrazole-5-carboxamide, sodium salt